CC=1C=C(C=CC1C)C=1NC(C(=CN1)C(=O)NC1CS(C=C1)(=O)=O)=O 2-(3,4-dimethylphenyl)-N-(1,1-dioxido-2,3-dihydrothiophen-3-yl)-6-oxo-1,6-dihydropyrimidine-5-carboxamide